4-(5-fluoro-4-(1H-pyrazol-4-yl)pyrimidin-2-yl)piperazine-1-carboxylic acid tert-butyl ester C(C)(C)(C)OC(=O)N1CCN(CC1)C1=NC=C(C(=N1)C=1C=NNC1)F